O=C(CCCCCC=1N=C(N(C1)C1=CC=CC=C1)NC(C1=CC(=CC=C1)C=1C=C2C=NN(C2=CC1)COCC[Si](C)(C)C)=O)N1CCCCC1 N-(4-(6-oxo-6-(piperidin-1-yl)hexyl)-1-phenyl-1H-imidazol-2-yl)-3-(1-((2-(trimethylsilyl)ethoxy)methyl)-1H-indazol-5-yl)benzamide